(2,6-Dichloropyridin-4-yl)methyl (S)-2-amino-4-(methylsulfonyl)butanoate hydrochloride Cl.N[C@H](C(=O)OCC1=CC(=NC(=C1)Cl)Cl)CCS(=O)(=O)C